(S)-1-(6-{2-Amino-2-[2-(benzo[d]isoxazol-3-yl)phenyl]ethyl}pyridine-2-yl)-3-methylurea N[C@@H](CC1=CC=CC(=N1)NC(=O)NC)C1=C(C=CC=C1)C1=NOC2=C1C=CC=C2